O1CCC(CC1)N1CC(C1)N 1-(tetrahydro-2H-pyran-4-yl)azetidin-3-amine